rac-(R)-4-((1-((1H-indol-5-yl)sulfonyl)pyrrolidin-3-yl)(methyl)amino)phenol N1C=CC2=CC(=CC=C12)S(=O)(=O)N1C[C@@H](CC1)N(C1=CC=C(C=C1)O)C |r|